6-{1-[(tertbutoxy)carbonyl]azetidin-3-amido}pyridine-3-carboxylic acid C(C)(C)(C)OC(=O)N1CC(C1)C(=O)NC1=CC=C(C=N1)C(=O)O